BrC#CCC(C1=C(C=CC(=C1)F)F)C=1C(N(C=CC1)C1CC1)=O 3-(4-bromo-1-(2,5-difluorophenyl)but-3-yn-1-yl)-1-cyclopropylpyridin-2(1H)-one